cyclopropane-1-carboxylic acid 2-ethylbutyl ester C(C)C(COC(=O)C1CC1)CC